COCCC(CCC)S 1-methoxyhexane-3-thiol